C(C1=CC=CC=C1)OC([C@@H](CC1=CC=C(C=C1)F)OC([C@H](CC(C)(C)F)N(C)C(=O)OC(C)(C)C)=O)=O (2R)-1-(benzyloxy)-3-(4-fluorophenyl)-1-oxopropan-2-yl-(2S)-2-[[(tert-butoxy) carbonyl] (methyl) amino]-4-fluoro-4-methylpentanoate